5H-pyrrolo[3,4-b]Pyridine-6(7H)-carboxylic acid tert-butyl ester C(C)(C)(C)OC(=O)N1CC2=NC=CC=C2C1